4-Hydroxytridecanoic acid OC(CCC(=O)O)CCCCCCCCC